COP(=O)(OC)CC(=O)C1=CC2=C(S1)C=C(C(=C2F)OCCCOC2=C(C1=C(SC(=C1)C(CC(C(=O)O)(C)C)=O)C=C2OC)F)OC 4-(5-(3-((2-(2-(Dimethoxyphosphoryl)acetyl)-4-fluoro-6-methoxybenzo[b]thiophen-5-yl)oxy)propoxy)-4-fluoro-6-methoxybenzo[b]thiophen-2-yl)-2,2-dimethyl-4-oxobutanoic acid